COC=1C=C(C=C(C1OC)OC)N1C=NC(=C1)NC1=NC=2CCCCC2C(=N1)N1[C@@H](CCC1)CO (S)-(1-(2-((1-(3,4,5-trimethoxyphenyl)-1H-imidazol-4-yl)amino)-5,6,7,8-tetrahydroquinazolin-4-yl)pyrrolidin-2-yl)methanol